2-(4-cyclopropyl-6-methoxypyrimidin-5-yl)-N-((2-(trifluoromethyl)-5,6,7,8-tetrahydrobenzo[b]imidazo[2,1-d][1,5]oxazonin-11-yl)methyl)imidazo[2,1-f][1,2,4]triazin-4-amine C1(CC1)C1=NC=NC(=C1C1=NN2C(C(=N1)NCC=1C=CC3=C(OCCCCN4C3=NC(=C4)C(F)(F)F)C1)=NC=C2)OC